C1(CC1)NC(C1=C(C=C(C=C1OC)C1=CN=C2N1C=CC(=C2)OCCN2CCOCC2)OC(F)F)=O N-cyclopropyl-2-(difluoromethoxy)-6-methoxy-4-[7-(2-morpholinoethoxy)imidazo[1,2-a]pyridin-3-yl]benzamide